C[Si](CCOCN1C=NC2=C1C=CC(=C2)C(C)C(C(=O)N)CC)(C)C (1-(1-((2-(trimethylsilyl)ethoxy)methyl)-1H-benzo[d]imidazol-5-yl)ethyl)butanamide